6-amino-2-(3,5-dichloro-4-[[6-chloro-5-(1-fluorocyclopentyl)pyridazin-3-yl]oxy]phenyl)-4H-1,2,4-triazine-3,5-dione NC=1C(NC(N(N1)C1=CC(=C(C(=C1)Cl)OC=1N=NC(=C(C1)C1(CCCC1)F)Cl)Cl)=O)=O